C(CCC(=O)C)(=O)C([C@@H]1[C@@H]([C@@H]([C@H]([C@@H](O)O1)O)O)O)O 6-levulinyl-α-D-galactopyranose